5-bromo-3-chloro-7-methylquinolin-2-yl trifluoromethanesulfonate FC(S(=O)(=O)OC1=NC2=CC(=CC(=C2C=C1Cl)Br)C)(F)F